CC1(CCN(CC1)C=1N(C(C2=CC(=CC(=C2C1)C(C)NC1=C(C(=O)OC)C=CC=C1)C)=O)C)C methyl 2-((1-(3-(4,4-dimethylpiperidin-1-yl)-2,7-dimethyl-1-oxo-1,2-dihydroisoquinolin-5-yl)ethyl)amino)benzoate